[C-]#N.C(CCCCCCC)[NH+]1C(CCC1)CCC 1-Octyl-2-propylpyrrolidinium cyanide